2-[(6-chloro-3-thiazol-2-yl-4-quinolinyl)amino]benzoic acid ClC=1C=C2C(=C(C=NC2=CC1)C=1SC=CN1)NC1=C(C(=O)O)C=CC=C1